CSCC[N+]#[C-] 2-(METHYLTHIO)ETHYLISOCYANIDE